BrC1=CC=C(C=C1)N=C=O 1-bromo-4-isocyanatobenzene